FC1=CC=C(\C=C\2/CC3=CC=CC(=C3C2)Cl)C=C1 (E)-2-(4-fluorobenzylidene)-4-chloro-2,3-dihydro-1H-indene